Tert-Butyl N-methyl-N-[3-oxo-3-[2-[2-[4-(trifluoromethyl)anilino]benzoyl]hydrazino]propyl]carbamate CN(C(OC(C)(C)C)=O)CCC(NNC(C1=C(C=CC=C1)NC1=CC=C(C=C1)C(F)(F)F)=O)=O